ClC=1C=C(OC2C(C(C2(C)C)NC(C2=CC=C(C=C2)CCCN2CCC3(CC(N(C3=O)[C@H]3C(NC(CC3)=O)=O)=O)CC2)=O)(C)C)C=CC1C#N |r| rac-N-((1r,3r)-3-(3-chloro-4-cyanophenoxy)-2,2,4,4-tetramethylcyclobutyl)-4-(3-(2-(2,6-dioxopiperidin-3-yl)-1,3-dioxo-2,8-diazaspiro[4.5]decan-8-yl)propyl)benzamide